COC1=C(C=CC=C1[N+](=O)[O-])C1=CC(=CC=C1)OCCCCCCCC 2-Methoxy-3-nitro-3'-(octyloxy)biphenyl